OC(COC1=[N+](C=CC=C1)[O-])CN1CCCCC1 [2-hydroxy-3-(1-piperidinyl)-propoxy]-pyridine-1-oxide